(Z)-2-(1-(4-(benzyloxy)-3-chloro-5-methoxybenzylidene)-5-methoxy-2-methyl-1H-inden-3-yl)acetic acid C(C1=CC=CC=C1)OC1=C(C=C(\C=C/2\C(=C(C3=CC(=CC=C23)OC)CC(=O)O)C)C=C1OC)Cl